ClC=1C=CC2=C(C(=NC(C(N2C)=O)O)C2=C(C=CC=C2)Cl)C1 7-chloro-5-(2-chlorophenyl)-3-hydroxy-1-methyl-1H-1,4-benzodiazepin-2(3H)-one